C(C(C)C)(=O)O[C@@H]1[C@H](O[C@H]([C@]1(C)F)N1C2=NC(=NC(=C2N=C1)NC)NC(C(C)C)=O)COC(C(C)C)=O (2R,3R,4R,5R)-4-fluoro-5-(2-isobutyramido-6-(methylamino)-9H-purin-9-yl)-2-((isobutyryloxy)methyl)-4-methyltetrahydrofuran-3-yl isobutyrate